Cl.NC1=C2N(C(N(C2=NC=N1)[C@@H]1[C@H](CN(CC1)CCC1CCNCC1)F)=O)C1=CC=C(C=C1)OC1=CC=CC=C1 6-amino-9-[(3S,4S)-3-fluoro-1-[2-(piperidin-4-yl)ethyl]piperidin-4-yl]-7-(4-phenoxyphenyl)purin-8-one hydrochloride